CC=1C=C(C=CC1C)C1=C(C=CC=C1)B(O)O 3',4'-DIMETHYLBIPHENYL-2-YLBORONIC ACID